(S)-N-(1-hydrazino-1-oxo-3-phenylpropan-2-yl)-2-(2-methyl-1H-indol-3-yl)acetamide N(N)C([C@H](CC1=CC=CC=C1)NC(CC1=C(NC2=CC=CC=C12)C)=O)=O